CC1=CC=C(C=C1)S(=O)(=O)N(CCCCCCCCCCCCCC)CCCCCCCCCCCCCC 4-methyl-N,N-ditetradecylbenzenesulfonamide